11H-Difuro[3,4-b:3',4'-i]xanthene C=1OC=C2C=C3OC4=CC=5C(C=C4CC3=CC21)=COC5